methyl (S)-2-((tert-butoxycarbonyl)amino)-2-(1-vinylcyclobutyl)acetate C(C)(C)(C)OC(=O)N[C@H](C(=O)OC)C1(CCC1)C=C